2-ethyl-N,2-dimethyl-N-(3,4,5-trifluorobenzyl)butanamide C(C)C(C(=O)N(CC1=CC(=C(C(=C1)F)F)F)C)(CC)C